4'-butylbiphenyl C(CCC)C1=CC=C(C=C1)C1=CC=CC=C1